2-(3,4-dimethylphenoxy)-N-(pyridin-2-yl)-N-(thiophen-2-ylmethyl)acetamide CC=1C=C(OCC(=O)N(CC=2SC=CC2)C2=NC=CC=C2)C=CC1C